BrC=1C=C(C(=C(C1)[C@H](CC(=O)OCC)NC([C@H](CC(C)C)N1C(C=C(C(=C1)CCN(C)C)C(F)(F)F)=O)=O)F)C (S)-ethyl 3-(5-bromo-2-fluoro-3-methylphenyl)-3-((S)-2-(5-(2-(dimethylamino)ethyl)-2-oxo-4-(trifluoromethyl)pyridin-1(2H)-yl)-4-methylpentanamido)propanoate